3''-chloro-4''-((4-chloro-2-fluorobenzyl)oxy)-3-(2-hydroxypropane-2-yl)-5',6''-dimethyl-2H,2''H-[1,2':4',1''-terpyridine] ClC=1CN(C(=CC1OCC1=C(C=C(C=C1)Cl)F)C)C1=CC(=NC=C1C)N1CC(=CC=C1)C(C)(C)O